O1C(COCC1)C1=CC=C(C=C1)CO [4-(1,4-dioxan-2-yl)phenyl]methanol